OC(C)C=1C(=NC(=CC1)N1C=NC2=C1C=CC(=C2)OCCN2CCOCC2)N2N=C(C=C2C)C#N 1-[3-(1-hydroxyethyl)-6-[5-(2-morpholinoethoxy)benzimidazol-1-yl]-2-pyridinyl]-5-methyl-pyrazole-3-carbonitrile